di-tert-butyl(2',4',6'-triisopropyl-3,6-dimethoxy-[1,1'-biphenyl]-2-yl)phosphine C(C)(C)(C)P(C1=C(C(=CC=C1OC)OC)C1=C(C=C(C=C1C(C)C)C(C)C)C(C)C)C(C)(C)C